((1s,3s)-3-hydroxy-3-methylcyclobutyl)(2-(3-methoxy-5-methylphenyl)-7-azaspiro[3.5]Non-7-yl)methanone OC1(CC(C1)C(=O)N1CCC2(CC(C2)C2=CC(=CC(=C2)C)OC)CC1)C